i-pentyl propionate C(CC)(=O)OCCC(C)C